4-phenylpyridin-2(1H)-one C1(=CC=CC=C1)C1=CC(NC=C1)=O